CC1CN2C(O1)=NC=C2 2-methyl-2,3-dihydroimidazo[2,1-b]oxazole